5-[1-(cyanomethyl)-3-(trifluoromethyl)pyrazol-4-yl]-N-[3-ethyl-4-[4-(1-methylpiperidine-4-carbonyl)piperazine-1-carbonyl]phenyl]-1-methylimidazole-2-carboxamide C(#N)CN1N=C(C(=C1)C1=CN=C(N1C)C(=O)NC1=CC(=C(C=C1)C(=O)N1CCN(CC1)C(=O)C1CCN(CC1)C)CC)C(F)(F)F